acetone triacetate C(C)(=O)O.C(C)(=O)O.C(C)(=O)O.CC(=O)C